Erbium(III) trifluoromethanesulfonate FC(S(=O)(=O)[O-])(F)F.[Er+3].FC(S(=O)(=O)[O-])(F)F.FC(S(=O)(=O)[O-])(F)F